C(C)(=O)N1C[C@@H](CC1)NC(=O)[C@H](CCCNC1=C(C=C(C=C1)CCC(=O)OC)N)NC(=O)OC(C)(C)C methyl 3-(4-{[(4S)-4-{[(3R)-1-acetylpyrrolidin-3-yl]carbamoyl}-4-{[(tert-butoxy)carbonyl]amino}butyl]amino}-3-aminophenyl)propanoate